N3-[(2E)-3-(4-chlorobenzenesulfonyl)prop-2-en-1-yl]-N6-(cyclopropylmethyl)-2-oxo-1,2,5,6,7,8-hexahydro-1,6-naphthyridine-3,6-dicarboxamide ClC1=CC=C(C=C1)S(=O)(=O)/C=C/CNC(=O)C=1C(NC=2CCN(CC2C1)C(=O)NCC1CC1)=O